(2-((5-(2H-1,2,3-triazol-2-yl)pyridin-2-yl)methyl)oxazol-4-yl)(3-hydroxy-3-methylazetidin-1-yl)methanone N=1N(N=CC1)C=1C=CC(=NC1)CC=1OC=C(N1)C(=O)N1CC(C1)(C)O